(+/-)-trans-8-(2-hydroxy-2-methylcyclopentyl)-6-(methyl-d3)-2-(methylthio)pyrido[2,3-d]pyrimidin-7(8H)-one O[C@]1([C@@H](CCC1)N1C(C(=CC2=C1N=C(N=C2)SC)C([2H])([2H])[2H])=O)C |r|